C(C)(C)(C)OC(=O)N1[C@H](CN(CC1)C1=NC=C(C(=N1)OCC)C(NC=1C=C(C=2N(C1)C=C(N2)C)F)=O)CC(F)F |o1:8| rel-(2S)-2-(2,2-difluoroethyl)-4-[4-ethoxy-5-({8-fluoro-2-methylimidazo[1,2-a]pyridin-6-yl}carbamoyl)pyrimidin-2-yl]piperazine-1-carboxylic acid tert-butyl ester